C(C)(C)(C)OOC1=CC(=C(C=C1C(C)C)C(C)C)OOC(C)(C)C 1,3-bis(tert-butylperoxy)-diisopropylbenzene